ICB1OC(C(O1)(C)C)(C)C 2-(iodomethyl)-4,4,5,5-tetramethyl-1,3,2-dioxaborolan